FC1=C(C=CC(=C1C)C)C=1NC(C=2N(C1)N=C(C2C)C(=O)O)=O 6-(2-fluoro-3,4-dimethylphenyl)-3-methyl-4-oxo-4,5-dihydropyrazolo[1,5-a]-pyrazine-2-carboxylic acid